CC1=CC=C(C(=O)OC2=CC(=CC(=C2)C=NC2=CC=C(C=C2)Cl)Br)C=C1 3-bromo-5-((4-chloro-phenylimino)methyl)-phenyl 4-methyl-benzoate